tert-butyl (1R,5S)-3-(7-bromo-6-(cyclohexanecarbonyl)-8-fluoro-2-(2,2,2-trifluoroethoxy)quinazolin-4-yl)-3,8-diazabicyclo[3.2.1]octane-8-carboxylate BrC1=C(C=C2C(=NC(=NC2=C1F)OCC(F)(F)F)N1C[C@H]2CC[C@@H](C1)N2C(=O)OC(C)(C)C)C(=O)C2CCCCC2